8-methylnonyl 3-((4-((3-(1H-imidazol-1-yl)propyl)amino)-3-(2-hexyldecanamido)-4-oxobutyl)thio)propanoate N1(C=NC=C1)CCCNC(C(CCSCCC(=O)OCCCCCCCC(C)C)NC(C(CCCCCCCC)CCCCCC)=O)=O